N1CC(C1)NC=1C=CC(=C(C(=O)N[C@H](C)C2=CC(=CC=C2)C=2SC(=CC2)CNC2CCCC2)C1)C (R)-5-(azetidin-3-ylamino)-N-(1-(3-(5-((cyclopentylamino)methyl)thiophen-2-yl)phenyl)ethyl)-2-methylbenzamide